(S)-2-((1-(2-(3,5-dimethylisoxazol-4-yl)-3-(4-methoxyphenyl)-7-methylquinolin-5-yl)ethyl)amino)benzoic acid CC1=NOC(=C1C1=NC2=CC(=CC(=C2C=C1C1=CC=C(C=C1)OC)[C@H](C)NC1=C(C(=O)O)C=CC=C1)C)C